ClC1=CC=C(C=C1)C=1C(=CC=CC1)C(=O)N1CCC(CC1)CC=1C=C2C=NC(C2=CC1)=O 5-((1-(4'-chloro-[1,1'-biphenyl]-2-carbonyl)piperidin-4-yl)methyl)-1-oxoisoindole